4-amino-7-cyclopropyl-N,1-dimethyl-N-(2-(trifluoromethyl)-5,8-dihydro-6H-pyrano[3,4-b]pyridin-5-yl)-1H-pyrazolo[4,3-c]quinoline-8-carboxamide NC1=NC=2C=C(C(=CC2C2=C1C=NN2C)C(=O)N(C2COCC1=NC(=CC=C12)C(F)(F)F)C)C1CC1